C(#N)C1=CC=C(CN2CC(C2)S(=O)(=O)N2C3=C(OCC2)C(=CN=C3)C3=CC=C(C#N)C=C3)C=C1 4-(4-((1-(4-cyanobenzyl)azetidin-3-yl)sulfonyl)-3,4-dihydro-2H-pyrido[4,3-b][1,4]oxazin-8-yl)-benzonitrile